5-(tert-butyl)-N-(2-methyl-4-(6-(6-methylpyridazin-4-yl)pyrrolo[2,1-f][1,2,4]triazin-4-yl)benzyl)-1,2,4-oxadiazole-3-carboxamide C(C)(C)(C)C1=NC(=NO1)C(=O)NCC1=C(C=C(C=C1)C1=NC=NN2C1=CC(=C2)C2=CN=NC(=C2)C)C